FC(C1=NN=C(O1)C1=CC(=C(C=C1)CN(S(=O)(=O)CCN1CCS(CC1)(=O)=N)C1=CC=CC=C1)F)F N-[[4-[5-(difluoromethyl)-1,3,4-oxadiazol-2-yl]-2-fluoro-phenyl]methyl]-2-(1-imino-1-oxo-1,4-thiazinan-4-yl)-N-phenyl-ethanesulfonamide